(E)-3-amino-N-(amino(octylamino)methylene)-6-chloro-5-((4-iodobenzyl)amino)pyrazine-2-carboxamide NC=1C(=NC(=C(N1)NCC1=CC=C(C=C1)I)Cl)C(=O)/N=C(/NCCCCCCCC)\N